6-bromo-4,7,8-trifluoroisoquinolin-1(2H)-one BrC=1C=C2C(=CNC(C2=C(C1F)F)=O)F